ClC=1C(=NC=C(N1)NC1=NNC(=C1)OC)C#N 3-chloro-5-((5-methoxy-1H-pyrazol-3-yl)amino)pyrazine-2-carbonitrile